3-(5-(2-fluoro-4-(morpholinomethyl)phenethyl)-2-methyl-4-oxoquinazolin-3(4H)-yl)piperidine-2,6-dione FC1=C(CCC2=C3C(N(C(=NC3=CC=C2)C)C2C(NC(CC2)=O)=O)=O)C=CC(=C1)CN1CCOCC1